BrC1=C2C=NN(C2=CC(=C1CCC(=O)O)Cl)C1OCCCC1 3-(4-Bromo-6-chloro-1-(tetrahydro-2H-pyran-2-yl)-1H-indazol-5-yl)propanoic acid